BrC1=C(C=C(C2=CC(=CC=C12)C)Br)Br 1,2,4-tribromo-6-methylnaphthalene